methyl 4-(1-methyl-1H-pyrazol-3-yl)benzoate CN1N=C(C=C1)C1=CC=C(C(=O)OC)C=C1